(R)-2-amino-6-borono-2-(2-(isoindolin-2-yl)ethyl)hexanoic acid N[C@](C(=O)O)(CCCCB(O)O)CCN1CC2=CC=CC=C2C1